2-(chloromethyl)-4-methoxy-3,5-dimethylpyridine hydrochloride Cl.ClCC1=NC=C(C(=C1C)OC)C